FC=1C(=C(C(=CC1F)OC)NS(=O)(=O)C1(CC1)C[C@@H](CO)O)NC1=C(C=C(C=C1)I)F (S)-N-(3,4-difluoro-2-(2-fluoro-4-iodophenyl-amino)-6-methoxyphenyl)-1-(2,3-dihydroxypropyl)cyclopropane-1-sulfonamide